FC(OC1=NNC2=CN=C(C(=C21)C2=CC(=C(C=C2)S(=O)(=O)C(F)F)C)C(=O)NC2COC2)F 3-(difluoromethoxy)-4-[4-(difluoromethanesulfonyl)-3-methyl-phenyl]-N-(oxetan-3-yl)-1H-pyrazolo[3,4-c]pyridine-5-carboxamide